1-(2-chloro-3-fluorophenyl)piperazine ClC1=C(C=CC=C1F)N1CCNCC1